piperazine HCl salt Cl.N1CCNCC1